1-tert-butyl (S)-3-(2-(2-hydroxyphenyl)-6,6a,7,8,9,10-hexahydro-5H-pyrazino[1',2':4,5]pyrazino[2,3-c]pyridazine-8-carbonyl)azetidine-1-carboxylate OC1=C(C=CC=C1)C=1C=C2C(=NN1)NC[C@@H]1N2CCN(C1)C(=O)C1CN(C1)C(=O)OC(C)(C)C